C(C)(C)(C)OC(=O)N[C@@H](C)C(=O)OCCC propyl (tert-butoxycarbonyl)-L-alaninate